(S)-tert-butyl 5-((tert-butoxycarbonyl)(6-((tert-butyldimethylsilyl)oxy)hexyl)amino)-2-((tert-butoxycarbonyl)amino)pentanoate C(C)(C)(C)OC(=O)N(CCC[C@@H](C(=O)OC(C)(C)C)NC(=O)OC(C)(C)C)CCCCCCO[Si](C)(C)C(C)(C)C